ClC=1C=C(C=CC1OCC1=NC=CC=C1)NC1=NC=NC2=CC(=C(C=C12)[N+](=O)[O-])C#CC1[C@@H]2CN(C[C@H]12)C N-(3-chloro-4-(pyridin-2-ylmethoxy)phenyl)-7-(((1r,5s,6r)-3-methyl-3-azabicyclo[3.1.0]hexane-6-yl)ethynyl)-6-nitroquinazolin-4-amine